4-cyano-N-(5-(1-(2-(dimethylamino)acetyl)piperidin-4-yl)-2',3',4',5'-tetrahydro-[1,1'-biphenyl]-2-yl)-1H-imidazole-2-carboxamide C(#N)C=1N=C(NC1)C(=O)NC1=C(C=C(C=C1)C1CCN(CC1)C(CN(C)C)=O)C=1CCCCC1